N-[3-(1,5-dimethyl-6-oxopyridin-3-yl)-4-(oxolan-3-yloxy)phenyl]methanesulfonamide CN1C=C(C=C(C1=O)C)C=1C=C(C=CC1OC1COCC1)NS(=O)(=O)C